6-chloro-N-[4-(difluoromethoxy)-2,3-difluoro-phenyl]pyrido[3,2-d]pyrimidin-4-amine ClC=1C=CC=2N=CN=C(C2N1)NC1=C(C(=C(C=C1)OC(F)F)F)F